methyl-4-(1-(4-(trifluoromethoxy)benzoyl)piperidin-4-yl)-1,4-dihydroquinoxaline-2,3-dione CN1C(C(N(C2=CC=CC=C12)C1CCN(CC1)C(C1=CC=C(C=C1)OC(F)(F)F)=O)=O)=O